p-carboxymethylphenylalanine C(=O)(O)CC1=CC=C(C[C@H](N)C(=O)O)C=C1